2-(3,8-diazabicyclo[3.2.1]octan-8-yl)-N-cyclopentylbenzo[d]thiazole-6-carboxamide C12CNCC(CC1)N2C=2SC1=C(N2)C=CC(=C1)C(=O)NC1CCCC1